3-(biphenyl-4-yl)-5-(4-tertiaryButylphenyl)-4-phenyl-4H-1,2,4-Triazole C1(=CC=C(C=C1)C1=NN=C(N1C1=CC=CC=C1)C1=CC=C(C=C1)C(C)(C)C)C1=CC=CC=C1